C(C)OC(C1=C(C=CC=C1)P(=O)CCOCC)=O 2-(ethoxyethylphosphinyl)-benzoic acid ethyl ester